CN1CSC=C1C1=CC=C(C=C1)C#N 3-methyl-4-(4'-cyano-phenyl)thiazole